ClC1=NC(=CC(=C1)C(C1=CC=[N+](C=C1)C)(F)F)Cl 2,6-Dichloro-4-[difluoro-(1-methylpyridin-1-ium-4-yl)methyl]pyridine